tert-butyl (2-{m-[(mesyloxy)methyl]phenyl}ethyl)carbamate S(=O)(=O)(C)OCC=1C=C(C=CC1)CCNC(OC(C)(C)C)=O